1-(6-cyclopropyl-4-((6,6-difluoro-3-azabicyclo[3.1.0]hexan-3-yl)methyl)-pyridin-2-yl)-2-(3-(3-((4-methyl-4H-1,2,4-triazol-3-yl)methyl)oxetan-3-yl)phenyl)ethan-1-one C1(CC1)C1=CC(=CC(=N1)C(CC1=CC(=CC=C1)C1(COC1)CC1=NN=CN1C)=O)CN1CC2C(C2C1)(F)F